N-[2-(3-fluoro-2-oxo-1,2-dihydropyridin-1-yl)-3-{[(CIS)-4-phenylcyclohexyl]oxy}propyl]methane-sulfonamide FC=1C(N(C=CC1)C(CNS(=O)(=O)C)CO[C@@H]1CC[C@@H](CC1)C1=CC=CC=C1)=O